(4-fluoro-2-(3-fluorophenyl)-pyrrolidin-1-yl)(3-(((5-fluoro-6-methylpyrimidin-4-yl)oxy)methyl)bicyclo[1.1.1]-pentan-1-yl)methanone FC1CC(N(C1)C(=O)C12CC(C1)(C2)COC2=NC=NC(=C2F)C)C2=CC(=CC=C2)F